C(C)N1C2=CC=CC=C2C2=CC(CC=C12)=C1C=CC(C=C1)=C1C=CC(C=C1)=C1CC=C2N(C3=CC=CC=C3C2=C1)CC bis(9-ethyl-3-carbazolylidene)-biphenyl